BrC1=CC=C(C(=O)NCC(=O)OC(C)(C)C)C=C1 tert-butyl (4-bromobenzoyl)glycinate